4-(6,6-difluoro-2-azaspiro[3.3]heptane-2-carbonyl)-3-(1-isopropylpyrazol-3-yl)benzonitrile FC1(CC2(CN(C2)C(=O)C2=C(C=C(C#N)C=C2)C2=NN(C=C2)C(C)C)C1)F